N,N-Dimethyl-N'-[(1s,4s)-4-(5-ethynyl-2-{[4-(4-methylpiperazin-1-yl)phenyl]amino}-7-oxopyrido[2,3-d]pyrimidin-8-yl)cyclohexyl]propanediamide CN(C(CC(=O)NC1CCC(CC1)N1C(C=C(C2=C1N=C(N=C2)NC2=CC=C(C=C2)N2CCN(CC2)C)C#C)=O)=O)C